ClC1=CC(=CC2=C1N(C=N2)CCC[C@H]2NCCC[C@@H]2O)C(F)(F)F (2R,3S)-2-(3-(7-chloro-5-(trifluoromethyl)-1H-benzo[d]imidazol-1-yl)propyl)piperidin-3-ol